COC1=NC(=NC(=C1)OC)N 4,6-dimethoxy-pyrimidine-2-amine